4-{[3-(2-benzyl-2H-benzo[d][1,2,3]triazol-5-yl)-5-(4-trifluoromethylphenyl)-1H-pyrazol-1-yl]methyl}-N-hydroxybenzoamide C(C1=CC=CC=C1)N1N=C2C(=N1)C=CC(=C2)C2=NN(C(=C2)C2=CC=C(C=C2)C(F)(F)F)CC2=CC=C(C(=O)NO)C=C2